N-(4-chloro-3-(1,2,4-triazin-3-yl)phenyl)-3-methyl-1-(5-methyl-1,3,4-oxadiazol-2-yl)-6-azabicyclo[3.1.1]heptane-6-carboxamide ClC1=C(C=C(C=C1)NC(=O)N1C2CC(CC1(C2)C=2OC(=NN2)C)C)C=2N=NC=CN2